C(C)CC(C)=O ethyl-propanone